(1R,3R,5R)-2-(3-(2-cyano-2-propanyl)benzoyl)-N-((R)-(2-fluoro-4-(trifluoromethyl)phenyl)(3-oxetanyl)methyl)-2-azabicyclo[3.1.0]hexane-3-carboxamide C(#N)C(C)(C)C=1C=C(C(=O)N2[C@@H]3C[C@@H]3C[C@@H]2C(=O)N[C@H](C2COC2)C2=C(C=C(C=C2)C(F)(F)F)F)C=CC1